C(CCCCCCC)N(C([S-])=S)CCCCCCCC.[Na+] sodium di-n-octyldithiocarbamate